Ethyl-3-(4-(((tetrahydro-2H-pyran-2-yl)oxy)methyl)bicyclo[2.2.1]heptan-1-yl)-1H-pyrazole C(C)N1N=C(C=C1)C12CCC(CC1)(C2)COC2OCCCC2